FC=1C(=CC(=NC1)OC)C=1CCCC2=C(C1C1=CC(=C(C=C1)CC1CN(C1)CCCF)F)C=CC=C2 8-(5-Fluoro-2-methoxypyridin-4-yl)-9-(3-fluoro-4-((1-(3-fluoropropyl)azetidin-3-yl)methyl)phenyl)-6,7-dihydro-5H-benzo[7]annulen